C1(=CC=CC=C1)NCCC N-phenyl-N-propyl-amine